C(#N)C=1C=C(C=CC1)C=1N=C(SC1C1=CC(=NC(=C1)C)C)NC(=O)N1CC(C1)CO N-[4-(3-Cyanophenyl)-5-(2,6-dimethyl-4-pyridyl)thiazol-2-yl]-3-(hydroxymethyl)azetidin-1-carboxamid